1,1,1,3,3,3-hexafluoropropan-2-yl 4-((4-methoxybenzyl)amino)-4-methylpiperidine-1-carboxylate COC1=CC=C(CNC2(CCN(CC2)C(=O)OC(C(F)(F)F)C(F)(F)F)C)C=C1